butyl 3-hydroxy-4-((4-(methylsulfonyl)phenoxy)methyl)pyrrolidine-1-carboxylate OC1CN(CC1COC1=CC=C(C=C1)S(=O)(=O)C)C(=O)OCCCC